CC1(CNC1)OC1=C(C(=C(C(=C1F)F)F)F)F 3-methyl-3-(2,3,4,5,6-pentafluorophenoxy)azetidine